C(C)(C)OC1=CC=C(C=C1)C1=CC(=CC(=N1)C(=O)OC(C)CC)OC sec-Butyl 6-(4-isopropoxyphenyl)-4-methoxypicolinate